4-amino-5-fluoro-1-((2R,3S,4S,5R)-5-(fluoromethyl)-3,4-dihydroxy-5-(hydroxymethyl)tetrahydrofuran-2-yl)pyrimidin-2(1H)-one NC1=NC(N(C=C1F)[C@@H]1O[C@@]([C@H]([C@@H]1O)O)(CO)CF)=O